C(C1=CC=CC=C1)[N+]1=CC=C(C=C1)O[C@H]1CN([C@@H](C1)C(=O)OC)C(=O)OC(C)(C)C 1-benzyl-4-[[(3R,5S)-1-(tert-butoxycarbonyl)-5-(methoxycarbonyl)pyrrolidin-3-yl]oxy]pyridin-1-ium